FC1=C(C=C(C=C1)[C@H]1N(OCC1)C1=CC(=NC=N1)NC=1C(=CC(=C(C1)NC(C=C)=O)N1CCN(CC1)C)OC)OCC1=CC(=CC=C1)F (S)-N-(5-((6-(3-(4-fluoro-3-((3-fluorobenzyl)oxy)-phenyl)isoxazolidin-2-yl)pyrimidin-4-yl)amino)-4-methoxy-2-(4-methylpiperazin-1-yl)phenyl)-acrylamide